4-[6-(cyclohexylmethoxy)-2-pyridyl]cyclopentanecarbonitrile C1(CCCCC1)COC1=CC=CC(=N1)C1CCC(C1)C#N